2,2-diethylpropanediol CCC(CC)(CO)CO